C(C)OCCN(CCC(C(=O)O)NC(C1=C(C=CC=C1)F)=O)CCCCC1=NC=2NCCCC2C=C1 4-[2-ethoxyethyl-[4-(5,6,7,8-tetrahydro-1,8-naphthyridin-2-yl)butyl]amino]-2-[(2-fluorobenzoyl)amino]butanoic acid